Tert-butyl 2-(4-(3,5-difluorobenzyl)-2-(2-isopropylphenyl)-6-oxopiperazin-1-yl)-7-azaspiro[3.5]Nonane-7-carboxylate FC=1C=C(CN2CC(N(C(C2)=O)C2CC3(C2)CCN(CC3)C(=O)OC(C)(C)C)C3=C(C=CC=C3)C(C)C)C=C(C1)F